C(C)OC(C1=CC(=C(C(=C1)C(C)(C)C)O)C(C)(C)C)=O ethyl-3,5-di-tert-butyl-4-hydroxy-benzoate